CN(C)C(=O)N(C)C 1,3,3-Tetramethylurea